4-amino-2-(1-methyl-1H-pyrazol-3-yl)benzonitrile NC1=CC(=C(C#N)C=C1)C1=NN(C=C1)C